ClC=1C=CC(=NC1)N1C(N(C(C1)C#N)C1=CN=CC2=CC=CC=C12)=O 1-(5-chloropyridin-2-yl)-3-(isoquinolin-4-yl)-2-oxoimidazoline-4-carbonitrile